COCCOCCOC(=O)C=1C=CC=2C(C3=CC=CC=C3SC2C1C(=O)OCCOCCOC)=O 3,4-bis-[2-(2-methoxyethoxy)-ethoxycarbonyl]-thioxanthone